N6-(t-butoxycarbonyl)-L-lysine benzyl ester hydrochloride Cl.C(C1=CC=CC=C1)OC([C@@H](N)CCCCNC(=O)OC(C)(C)C)=O